O[C@@H]1C[C@H](NC1)C(=O)N1CCN(CC1)C(=O)C1=C(C=C(NC=2C=3N(C=CN2)C(=CN3)C=3C(=NN(C3)CC#N)C(F)(F)F)C=C1)C 2-[4-[8-[4-[4-[(2S,4R)-4-hydroxypyrrolidine-2-carbonyl]piperazine-1-carbonyl]-3-methylanilino]imidazo[1,2-a]pyrazin-3-yl]-3-(trifluoromethyl)pyrazol-1-yl]acetonitrile